5-((3-(3-((tert-Butoxycarbonyl)((2-chloro-[1,1'-biphenyl]-4-yl)methyl)amino)propoxy)propyl)amino)benzo[c][2,6]naphthyridine-8-carboxylic acid C(C)(C)(C)OC(=O)N(CCCOCCCNC1=NC2=C(C3=CN=CC=C13)C=CC(=C2)C(=O)O)CC2=CC(=C(C=C2)C2=CC=CC=C2)Cl